C(C)OC1=C(C=CC(=N1)[C@H](CS(=O)(=O)C)N1C(NC2=C1C=CC(=C2)C2=C(C=CC=C2)C)=O)OC (R)-1-(1-(6-ethoxy-5-methoxypyridin-2-yl)-2-(methylsulfonyl)ethyl)-5-(o-tolyl)-1H-benzo[d]imidazol-2(3H)-one